(R)-3-(3-fluoro-2-(hexahydropyrazino[2,1-c][1,4]oxazin-8(1H)-yl)phenoxy)propan-1-ol FC=1C(=C(OCCCO)C=CC1)N1C[C@@H]2COCCN2CC1